FC=1C=C(C=NC1)C=1C=C(C(C(=CC1)C)=O)O 4-(5-fluoropyridin-3-yl)-2-hydroxy-7-methylcyclohepta-2,4,6-trien-1-one